tert-butyl 5-[[1-[2-[4-[2-fluoro-5-[(4-oxo-3H-phthalazin-1-yl) methyl] benzoyl] piperazin-1-yl]-2-oxoethyl]-4-piperidyl] oxy]-2-azabicyclo[2.2.1]heptane-2-carboxylate FC1=C(C(=O)N2CCN(CC2)C(CN2CCC(CC2)OC2C3CN(C(C2)C3)C(=O)OC(C)(C)C)=O)C=C(C=C1)CC1=NNC(C3=CC=CC=C13)=O